N-[2-[(1-cyano-1-methyl-ethyl)carbamoyl]-4-pyridinyl]-2-phenoxy-pyridine-3-carboxamide C(#N)C(C)(C)NC(=O)C1=NC=CC(=C1)NC(=O)C=1C(=NC=CC1)OC1=CC=CC=C1